FC(OC1=CC=C(C=C1)C1=CC(=CC=C1)N(C(=O)C1CC(C1)(C(F)(F)F)O)CC12CCC(CC1)(CC2)NC(OC(C)(C)C)=O)F tert-butyl (4-(((cis)-N-(4'-(difluoromethoxy)-[1,1'-biphenyl]-3-yl)-3-hydroxy-3-(trifluoromethyl)cyclobutane-1-carboxamido)methyl)bicyclo[2.2.2]octan-1-yl)carbamate